C(C)(C)[C@@]12C[C@@H]([C@@](CC1)(O2)C)OCC2=C(C=CC=C2)C (1R,2S,4S)-4-isopropyl-1-methyl-2-[(2-methylbenzyl)oxy]-7-oxabicyclo[2.2.1]Heptane